CC1(CCC(CC1)NC(=O)C1=CC=2C(=NC(=CC2C)C)N1)C N-(4,4-dimethylcyclohexyl)-4,6-dimethyl-1H-pyrrolo[2,3-b]pyridine-2-carboxamide